FC(C1(CC1)CNC1=CC=C(C=N1)C1CN(C1)C(=O)OC(C)(C)C)(F)F tert-butyl 3-[6-[[1-(trifluoromethyl)cyclopropyl]methylamino]-3-pyridyl]azetidine-1-carboxylate